C(C)(C)(C)OC(=O)N1CCN(CC1)C(=O)C1=CC=2C(=CN=C(C2)C2=NC=CC(=C2)C#N)N1C 4-(5-(4-cyanopyridin-2-yl)-1-methyl-1H-pyrrolo[2,3-c]pyridine-2-carbonyl)piperazine-1-carboxylic acid tert-butyl ester